CN(C1=CC=CC(=N1)C(C)NC(=O)C1=CC2=CC=CC(=C2C=C1)OC1=CC=C(C=C1)C(F)(F)F)C N-(1-(6-(dimethylamino)pyridin-2-yl)ethyl)-5-(4-(trifluoromethyl)phenoxy)-2-naphthamide